CC=1C(NC(NC1)=S)=O 5-Methyl-2-thioxo-2,3-dihydropyrimidin-4(1H)-one